(6-formyl-8-(methylamino)-2,7-naphthyridin-3-yl)cyclopropanecarboxamide C(=O)C=1C=C2C=C(N=CC2=C(N1)NC)C1(CC1)C(=O)N